OC[C@H](C(C)C)NC(OC(C)(C)C)=O tert-butyl (S)-(1-hydroxy-3-methylbutan-2-yl)carbamate